C(C)(C)(C)OC(CCNC(CCCCCN1C(C=CC1=O)=O)=O)=O.N1(CCCCC1)C1=C(N)C=C(C=C1)N1N=NN=C1 2-(piperidin-1-yl)-5-(1H-tetrazol-1-yl)aniline tert-butyl-N-[6-(2,5-dioxo-2,5-dihydro-1H-pyrrol-1-yl)hexanoyl]-beta-alaninate